2-(hydroxymethyl)-4H-chromen-4-one OCC=1OC2=CC=CC=C2C(C1)=O